(S)-(3-(difluoromethyl)-1-methyl-1H-1,2,4-triazol-5-yl)(4-(6-methylpyrazolo[1,5-a]pyridin-2-yl)-6,7-dihydro-1H-imidazo[4,5-c]pyridin-5(4H)-yl)methanone FC(C1=NN(C(=N1)C(=O)N1[C@@H](C2=C(CC1)NC=N2)C2=NN1C(C=CC(=C1)C)=C2)C)F